C(C=C)(=O)N1CC(=CC1)C1=C(C=2C(=NC=C(C2N1C)C#N)N)C1=CC(=C(C(=O)NCC(F)(F)F)C=C1)OC 4-(2-(1-acryloyl-2,5-dihydro-1H-pyrrol-3-yl)-4-amino-7-cyano-1-methyl-1H-pyrrolo[3,2-c]pyridin-3-yl)-2-methoxy-N-(2,2,2-trifluoroethyl)benzamide